trans-N-(4-(2-aminocyclopropyl)phenyl)-4-fluorobenzamide N[C@H]1[C@@H](C1)C1=CC=C(C=C1)NC(C1=CC=C(C=C1)F)=O